2-butyl-1-[(5-chloro-3-fluoro-2-pyridyl)methyl]imidazole-4-carbaldehyde C(CCC)C=1N(C=C(N1)C=O)CC1=NC=C(C=C1F)Cl